[Si]([O-])([O-])([O-])[O-].[Al+3].[K+].[Na+] sodium potassium aluminum silicate salt